(S)-1-(8-methylbenzo[4,5]imidazo[1,2-a]pyridin-3-yl)pyrrolidin-3-yl 4-methylbenzenesulfonate CC1=CC=C(C=C1)S(=O)(=O)O[C@@H]1CN(CC1)C1=CC=2N(C=C1)C1=C(N2)C=CC(=C1)C